NC=1CCC([C@@](N1)(CF)C=1C=C(C=C(C1F)F)NC(=O)C1=NC=C(C=C1)OC)(F)F (S)-N-(3-(6-amino-3,3-difluoro-2-(fluoromethyl)-2,3,4,5-tetrahydropyridin-2-yl)-4,5-difluorophenyl)-5-methoxypyridineamide